1-(oxetan-2-ylmethyl)-1H-imidazo[4,5-b]pyridine-6-carboxylic acid methyl ester COC(=O)C=1C=C2C(=NC1)N=CN2CC2OCC2